OCC(C)(C)C1=CC=CC(=N1)C(=O)OC Methyl 6-(2-hydroxy-1,1-dimethyl-ethyl)pyridine-2-carboxylate